(1R,4r)-4-(2-(((R)-2-(5-Fluoropyridin-3-yl)-2-hydroxyethyl)amino)-ethyl)cyclohexan-1-ol FC=1C=C(C=NC1)[C@H](CNCCC1CCC(CC1)O)O